(S)-3-(2-(3-(aminomethyl)piperidin-1-yl)ethyl)-4-ethoxybenzonitrile difumarate C(\C=C\C(=O)O)(=O)O.C(\C=C\C(=O)O)(=O)O.NC[C@H]1CN(CCC1)CCC=1C=C(C#N)C=CC1OCC